4-(1-(6-fluoro-1-methyl-1H-[1,2,3]triazolo[4,5-c]isoquinolin-5-yl)-1,2,3,4-tetrahydro-1,7-naphthyridin-5-yl)-2-methylbut-3-yn-2-ol FC1=CC=CC=2C3=C(N=C(C12)N1CCCC2=C(C=NC=C12)C#CC(C)(O)C)N=NN3C